[N+](=O)([O-])/C(=C/C1=NNC=C1)/C (E)-3-(2-nitropropenyl)-1H-pyrazole